C(CCC)N(CCC(C)=O)C 4-(butyl(methyl)amino)butan-2-one